C(C=C)(=O)N1C[C@H](O[C@@H](C1)[C@H](C(F)(F)F)O)C1=CC(=NC(=C1)Cl)C1=CC(=NC=N1)C(=O)NC 6-(4-((2R,6S)-4-acryloyl-6-((R)-2,2,2-trifluoro-1-hydroxyethyl)morpholin-2-yl)-6-chloropyridin-2-yl)-N-methylpyrimidine-4-carboxamide